3,5,7-triaza-1-azaadamantane N12CN3CN(CN(C1)C3)C2